1-((6-(4-(Trifluoromethyl)cyclohexyloxy)naphthalen-2-yl)methyl)piperidine FC(C1CCC(CC1)OC=1C=C2C=CC(=CC2=CC1)CN1CCCCC1)(F)F